C(C1=CC=CC=C1)SC1=CC=C2C=NN(C2=C1)C=1SC(=NN1)C(F)F 6-(benzylsulfanyl)-1-[5-(difluoromethyl)-1,3,4-thiadiazol-2-yl]indazole